4,6-dimethyl-N2-[7-methyl-8-[rel-(2S)-2-methyl-2,3,4,7-tetrahydro-1H-azepin-5-yl]chroman-6-yl]pyrimidine-2,4-diamine CC1(NC(=NC(=C1)C)NC=1C=C2CCCOC2=C(C1C)C=1CC[C@@H](NCC1)C)N |o1:23|